1-(5-(3-cyano-6-(1-methyl-1H-pyrazol-4-yl)pyrazolo[1,5-a]pyridin-4-yl)pyridin-2-yl)-4-methyl-N-(3,3,3-trifluoropropyl)piperidine-4-carboxamide C(#N)C=1C=NN2C1C(=CC(=C2)C=2C=NN(C2)C)C=2C=CC(=NC2)N2CCC(CC2)(C(=O)NCCC(F)(F)F)C